N-(1,2-dimethyl-3-oxoindazol-7-yl)-6-[4-(trifluoromethyl)pyrazol-1-yl]pyridine-3-sulfonamide CN1N(C(C2=CC=CC(=C12)NS(=O)(=O)C=1C=NC(=CC1)N1N=CC(=C1)C(F)(F)F)=O)C